Methoxy nonafluorobutyl ether FC(C(C(F)(F)OOC)(F)F)(C(F)(F)F)F